1-(7-chloro-2,3-dihydrobenzo[b][1,4]dioxin-5-yl)-N-(piperidin-4-ylmethyl)methanamine hydrochloride Cl.ClC=1C=C(C2=C(OCCO2)C1)CNCC1CCNCC1